Trans-3-aza-bicyclo[3.1.0]hexane-1,3-dicarboxylic acid 3-tert-butyl ester C(C)(C)(C)OC(=O)N1C[C@@]2(C[C@H]2C1)C(=O)O